4-Nitrobenzenediazonium tetrafluoroborate F[B-](F)(F)F.[N+](=O)([O-])C1=CC=C(C=C1)[N+]#N